C(C)N1N=C(C=C1C(=O)NC1=NC2=C(N1CC=CCN1C=NC3=C1C=CC(=C3)C(=O)N)C=CC(=C2)S(N)(=O)=O)C 4-(2-(1-ethyl-3-methyl-1H-pyrazole-5-carboxamido)-5-sulfamoyl-1H-benzo[d]imidazol-1-yl)but-2-en-1-yl-1H-benzo[d]imidazole-5-carboxamide